methyl 4-bromo-2-cyanobenzoate BrC1=CC(=C(C(=O)OC)C=C1)C#N